C1(CC1)NC(=O)N[C@@H]1CCCC=2C(=CN=CC12)C=1C=C2CCC(N(C2=CC1)C)=O (R)-1-cyclopropyl-3-(4-(1-methyl-2-oxo-1,2,3,4-tetrahydroquinolin-6-yl)-5,6,7,8-tetrahydroisoquinolin-8-yl)urea